5-[2-(8-Azabicyclo[3.2.1]oct-2-en-3-yl)imidazo[2,1-b][1,3,4]thiadiazol-6-yl]-2-methyl-2H-indazol-7-carbonitril Hydrochlorid Cl.C12C=C(CC(CC1)N2)C2=NN1C(S2)=NC(=C1)C1=CC2=CN(N=C2C(=C1)C#N)C